N-(4-chloro-2-methoxyphenyl)-N-methyl-6-(4-(trifluoromethyl)phenyl)pyrazine-2-carboxamide ClC1=CC(=C(C=C1)N(C(=O)C1=NC(=CN=C1)C1=CC=C(C=C1)C(F)(F)F)C)OC